ClC1=C(C(=CC=C1)Cl)COC=1C=CC(=NC1)NC([C@H](CO)NC=O)=O (2S)-N-{5-[(2,6-dichlorophenyl)methoxy]pyridin-2-yl}-3-hydroxy-2-formamidopropanamide